N(=O)[O-].[Mg+2].N(=O)[O-] Magnesium nitrit